FC1=C(C=C(C(=C1)C)[N+](=O)[O-])C(CC)O (2-fluoro-4-methyl-5-nitrophenyl)propan-1-ol